C(C)(=O)NC1=C(C(=O)NC=2SC(=C(N2)C)C)C=C(C=C1)Br 2-acetamido-5-bromo-N-(4,5-dimethylthiazol-2-yl)benzamide